3,6-bis(4-amino-3-methyl-2-pyridyloxy)benzonorbornene tert-butyl-7-oxa-6-thia-5-azaspiro[3.4]octane-5-carboxylate C(C)(C)(C)OC(=O)N1C2(CCC2)COS1.NC1=C(C(=NC=C1)OC1C2C3=C(C1CC2)C=C(C=C3)OC3=NC=CC(=C3C)N)C